4,4'-(furan-2,4-diyl)bis(but-3-yn-1-amine) O1C(=CC(=C1)C#CCCN)C#CCCN